C(C=1C(O)=CC=CC1)(=O)OC1=CC=CC2=CC=CC=C12 1-naphthyl salicylate